O=CNCCOCCOCCOCCOCC oxo-5,8,11,14-tetraoxa-2-azahexadecan